ClC1(C(C2CC(=CC12)C(C)C)=O)Cl 7,7-dichloro-3-isopropylbicyclo[3.2.0]hept-2-en-6-one